ClC=1C(=C(C=C(C1)[N+](=O)[O-])C(=O)N1CCN2CCC1C2)C (3-chloro-2-methyl-5-nitro-phenyl)-(1,4-diazabicyclo[3.2.1]octan-4-yl)methanone